amino-3-(cyanomethyl)piperidine-1-carboxylic acid tert-butyl ester C(C)(C)(C)OC(=O)N1C(C(CCC1)CC#N)N